C(C)OC(=O)C1=C(NC(=C([C@H]1C1=C(C=CC=C1)Cl)C(=O)O)C)COCCN |r| (+-)-2-[(2-aminoethoxy)methyl]-4-(2-chlorophenyl)-6-methyl-1,4-dihydropyridine-3,5-dicarboxylic acid-3-ethyl ester